NC=1C=C(C(=NC1)C1=C(C=2N=CN=C(C2N1C1=CC(=C(C=C1)OCC1=CC=CC=C1)F)NCC1=CC=C(C=C1)OC)C)OC 6-(5-amino-3-methoxypyridin-2-yl)-5-(4-(benzyloxy)-3-fluorophenyl)-N-(4-methoxybenzyl)-7-methyl-5H-pyrrolo[3,2-d]pyrimidin-4-amine